C1=C(C=CC2=CC=CC=C12)C(=O)C Methyl β-naphthyl ketone